2-[4-[N-[4-(3-chlorophenyl)thiazol-2-yl]-3-(trifluoromethyl)anilino]Butyl-methyl-amino]Ethanol ClC=1C=C(C=CC1)C=1N=C(SC1)N(C1=CC(=CC=C1)C(F)(F)F)CCCCN(CCO)C